C(C)(C)(C)OC(=O)NCCC1([Se]CC(N1C=O)C(=O)[O-])C(C)(C)C 2-(((tert-butoxycarbonyl) amino) ethyl)-2-(tert-butyl)-3-formyl-1,3-selenazolidine-4-carboxylate